2,2-bis(4-cyanooxyphenyl)hexane lithium [Li].C(#N)OC1=CC=C(C=C1)C(C)(CCCC)C1=CC=C(C=C1)OC#N